C(C1=CC=CC=C1)NCC=1NC2=CC=CC=C2C1[C@@H]1NC(C2=CC=C(C=C12)O)=O (3R)-3-{2-[(benzylamino)methyl]-1H-indol-3-yl}-5-hydroxy-2,3-dihydro-1H-isoindol-1-one